(4aR,10aR)-6-hydroxy-1-propyl-1,2,3,4,4a,5,10,10a-octahydrobenzo[g]quinolin-7-yl sulfamate S(N)(OC=1C=CC2=C(C[C@H]3CCCN([C@@H]3C2)CCC)C1O)(=O)=O